2-isopropyl-6-methoxy-9,9-dimethyl-9,10-dihydroacridine C(C)(C)C1=CC=2C(C3=CC=C(C=C3NC2C=C1)OC)(C)C